C1NC=CC2=CC(=CC=C12)C(=O)NO 1H-isoquinoline-6-carbohydroxamic acid